9-phenylxanthene C1(=CC=CC=C1)C1C2=CC=CC=C2OC=2C=CC=CC12